tert-butyl N-(3-bromo-4-fluoro-phenyl)sulfonyl-N-isopropyl-carbamate BrC=1C=C(C=CC1F)S(=O)(=O)N(C(OC(C)(C)C)=O)C(C)C